1-[5-(5-chloro-2-methoxypyridin-4-yl)-1H-pyrazole-3-carbonyl]-N-[(1,3-oxazol-2-yl)methyl]piperidine-4-carboxamide ClC=1C(=CC(=NC1)OC)C1=CC(=NN1)C(=O)N1CCC(CC1)C(=O)NCC=1OC=CN1